2-azido-4,6-dibutylamino-1,3,5-triazine N(=[N+]=[N-])C1=NC(=NC(=N1)NCCCC)NCCCC